C1(CC1)N1C([C@@H](OC2(C1)CCN(CC2)CC2=CC=C(C=C2)F)C)=O (S)-4-Cyclopropyl-9-(4-fluorobenzyl)-2-methyl-1-oxa-4,9-diazaspiro[5.5]undecan-3-on